S-2-cyano-2-propyl S'-ethyl dithiocarbonate C(SC(C)(C)C#N)(SCC)=O